FC=1C=C(C=NC1)S(=O)(=N)C1=CC=C(C(=O)O)C=C1 4-[(5-fluoro-3-pyridyl)sulfonimidoyl]benzoic Acid